C1(CCCCC1)P(C1CCCCC1)=[Se] dicyclohexyl-phosphine selenide